[Cu].[Ni].[Pt] platinum-nickel-copper